C(C)(C)OC1=C(C=CC=C1)[C@H]1CN(CCN1)CC1CCOCC1 (S)-3-(2-isopropoxyphenyl)-1-((tetrahydro-2H-pyran-4-yl)methyl)piperazine